C(C)(=O)OCC1=CC=C(C=C1)N1C(=NC2=C1C=CC=C2)C=2C(=NC=CC2)N 4-(2-(2-aminopyridin-3-yl)-1H-benzo[d]imidazol-1-yl)benzyl acetate